CN(C1=CC2=C(N=C(S2)/C=C/C2=C(C(N3N2C(=C(C3=O)C)C)=O)C)C=C1)C (E)-3-(2-(6-(dimethylamino)benzo[d]thiazol-2-yl)vinyl)-2,5,6-trimethyl-1H,7H-pyrazolo[1,2-a]pyrazole-1,7-dione